FC(C(=O)O)(F)F.ClC=1C=C(C=CC1Cl)N1CCC(CC1)SCC=1N=NNC1C(=O)O 4-(((1-(3,4-dichlorophenyl)piperidin-4-yl)thio)methyl)-1H-1,2,3-triazole-5-carboxylic acid 2,2,2-trifluoroacetate